tert-butyl (2s,4r)-2-((4-cyanobenzyl) carbamoyl)-4-hydroxypyrrolidine-1-carboxylate C(#N)C1=CC=C(CNC(=O)[C@H]2N(C[C@@H](C2)O)C(=O)OC(C)(C)C)C=C1